N1(CCCC1)C(=O)O.N1(CCCC1)C(=O)O.OCC1=C(C=CC=C1)O 2-(hydroxymethyl)phenol bis(pyrrolidine-1-carboxylate)